6-chloro-1-((1S)-2,2-dimethylcyclohexyl)-7-(2-fluoro-6-hydroxyphenyl)-4-(4-(2-propenoyl)-1-piperazinyl)pyrido[2,3-d]pyrimidin-2(1H)-one ClC1=CC2=C(N(C(N=C2N2CCN(CC2)C(C=C)=O)=O)[C@@H]2C(CCCC2)(C)C)N=C1C1=C(C=CC=C1O)F